(R)-N-(3,5-difluoro-4-{[6-((1-hydroxypropan-2-yl)oxy)-7-methoxyquinolin-4-yl]oxy}phenyl)-4-methoxypyridine-3-carboxamide FC=1C=C(C=C(C1OC1=CC=NC2=CC(=C(C=C12)O[C@@H](CO)C)OC)F)NC(=O)C=1C=NC=CC1OC